4,5-dihydro-4-oxoimidazo[1,2-A]quinoxaline O=C1C=2N(C3=CC=CC=C3N1)C=CN2